N=1N2C(C=CC1)=CC(N=C2)=O pyrimido[3,4-b]pyridazine-6-one